ClC1=C(C(=CC=C1)NC1=NC(=NC=C1Cl)Cl)NS(=O)(=O)C N-(2-chloro-6-((2,5-dichloropyrimidin-4-yl)amino)phenyl)methanesulfonamide